BrCC1=C(C=C(C=C1[N+](=O)[O-])I)Cl 2-(bromomethyl)-1-chloro-5-iodo-3-nitrobenzene